FC1=C(C=CC(=C1)[C@H]1[C@H](CCC2=CC(=CC=C12)O)C1=CC=CC=C1)N1CCC(CC1)C=O 1-[2-Fluoro-4-[(1R,2S)-6-hydroxy-2-phenyl-tetralin-1-yl]phenyl]piperidine-4-carbaldehyde